C1(=CC=CC=C1)C=1N=C(OC1)[C@@H](C)N (R)-1-(4-phenyloxazol-2-yl)ethan-1-amine